2-[6-cyano-5-[(pyrrolin-3-yl)methyleneamino]-pyridin-3-yl]amino-6-oxo-(5H)-pyrido[3,2-d]pyrimidine hydrochloride Cl.C(#N)C1=C(C=C(C=N1)NC=1N=CC2=C(N1)C=CC(N2)=O)N=CC2=CNCC2